ClC1=NC=CN=C1OC=1C=NC(=CC1)C(F)(F)F 2-chloro-3-((6-(trifluoromethyl)pyridin-3-yl)oxy)pyrazine